5-sulfinylmethylfurfural S(=O)=CC1=CC=C(C=O)O1